N1(CCOCC1)C(=O)O[C@H]1CC[C@@]2([C@H]3CC[C@@]4([C@H](CC[C@@]4([C@@H]3CC[C@@H]2C1)O)C=1COC(C1)=O)C)C (3S,5R,8R,9S,10S,13R,14S,17R)-14-hydroxy-10,13-dimethyl-17-(5-oxo-2,5-dihydrofuran-3-yl)hexadecahydro-1H-cyclopenta[a]phenanthren-3-yl morpholine-4-carboxylate